1-(2-methoxyethyl)-5-methyl-1H-indole-2-carboxylate COCCN1C(=CC2=CC(=CC=C12)C)C(=O)[O-]